COC=1C=C2CCCC2=CC1 5-methoxyindane